O=C(C(=O)SCCNC(CCNC([C@@H](C(COP(OP(OC[C@@H]1[C@H]([C@H]([C@@H](O1)N1C=NC=2C(N)=NC=NC12)O)OP(=O)(O)O)(=O)O)(=O)O)(C)C)O)=O)=O)CCCC(=O)O ketoadipoyl-coa